C(C)(C)(C)OC(=O)C1=CC=NCN1 Pyrimidine-6(2H)-carboxylic acid tert-butyl ester